4-(1-aminocyclopropyl)-2-chloro-benzoic acid methyl ester COC(C1=C(C=C(C=C1)C1(CC1)N)Cl)=O